(S)-2-amino-N-((6-amino-2-methylpyridin-3-yl)methyl)propionamide hydrochloride Cl.N[C@H](C(=O)NCC=1C(=NC(=CC1)N)C)C